NC1=CC=2C(C3=CC(=CC=C3C2C=C1)N)(CCCCCCCCCCCC)CCCCCCCCCCCC 2,7-diamino-9,9-di(dodecyl)-9H-fluorene